F/C=C(\CNC(OC(C)(C)C)=O)/CN1N=CN(C1=O)CCC=1SC=CC1 tert-butyl (E)-(3-fluoro-2-((5-oxo-4-(2-(thiophene-2-yl)ethyl)-4,5-dihydro-1H-1,2,4-triazol-1-yl)methyl)allyl)carbamate